BrC1=C(C(=NC=C1)CC1=C(C(=O)N)C=C(C=C1F)F)C ((4-bromo-3-methylpyridin-2-yl)methyl)-3,5-difluorobenzamide